4-(6-chloro-8-fluoro-2-(((2R,7aS)-2-fluorotetra-hydro-1H-pyrrolizin-7a(5H)-yl)methoxy)-4-(octahydro-2H-pyrrolo[3,4-c]pyridin-2-yl)quinazolin-7-yl)-7-fluoro-benzo[d]thiazol-2-amine ClC=1C=C2C(=NC(=NC2=C(C1C1=CC=C(C2=C1N=C(S2)N)F)F)OC[C@]21CCCN1C[C@@H](C2)F)N2CC1CNCCC1C2